2-cyano-1-phenyl-vinyl-pinacol borate B(O)(O)O.C(#N)C=C(C1=CC=CC=C1)CC(O)(C)C(C)(C)O